C(C(F)(F)F)(C(F)(F)F)O 1,1,1,3,3,3-hexafluoroisopropyl alcohol